(1,3,4-oxadiazol-2-yl)benzamide O1C(=NN=C1)C1=C(C(=O)N)C=CC=C1